BrC=1C(=NC(=CC1)Cl)CN (3-bromo-6-chloropyridin-2-yl)methanamine